CN[Si]([Si](NC)(NC)NC)(NC)NC hexakis(methylamino)disilane